tert-butoxycarbonyl-L-leucine 4-nitrophenyl ester [N+](=O)([O-])C1=CC=C(C=C1)OC([C@@H](NC(=O)OC(C)(C)C)CC(C)C)=O